Cl.CC=1C=CC(=NC1)C1=CN=C(S1)C1CCNCC1 5-methyl-2-(2-piperidin-4-ylthiazol-5-yl)pyridine-hydrochloride